sodium (trans)-3-(methoxycarbonyl)cyclobutane-1-sulfinate COC(=O)[C@@H]1C[C@H](C1)S(=O)[O-].[Na+]